N-(4-(3-phenylisoxazolidin-2-yl)pyrimidin-2-yl)-1,2,3,4-tetrahydroisoquinolin-6-amine C1(=CC=CC=C1)C1N(OCC1)C1=NC(=NC=C1)NC=1C=C2CCNCC2=CC1